(5-(2-fluorobenzoyl)indolizin-7-yl)(pyrrolidin-1-yl)methanone FC1=C(C(=O)C=2N3C=CC=C3C=C(C2)C(=O)N2CCCC2)C=CC=C1